C12CNCC2C1CN1C=CC2=CC(=CC(=C12)C1=C2C(=NC=C1)C=C(S2)CN2C(C1C(C1C2=O)(C)C)=O)Cl 3-((7-(1-((3-azabicyclo[3.1.0]hex-6-yl)methyl)-5-chloro-1H-indol-7-yl)thieno[3,2-b]pyridin-2-yl)methyl)-6,6-dimethyl-3-azabicyclo[3.1.0]hexane-2,4-dione